5-[2-fluoro-4-[[(4-fluoro-5-methyl-2-pyridinyl)amino]methyl]-6-hydroxy-phenyl]-1,1-dioxo-1,2,5-thiadiazolidin-3-one FC1=C(C(=CC(=C1)CNC1=NC=C(C(=C1)F)C)O)N1CC(NS1(=O)=O)=O